methyl 4,9-difluoro-2-methyl-3,4-dihydro-2H-benzo[b][1,4]oxathiepine-7-carboxylate FC1SC2=C(OC(C1)C)C(=CC(=C2)C(=O)OC)F